C1(CC1)NS(=O)(=O)C1=CC(=NC=C1O)OC1=C(C=C(C=C1Cl)N1N=C(C(NC1=O)=O)C(F)F)Cl N-cyclopropyl-2-[2,6-dichloro-4-[6-(difluoromethyl)-3,5-dioxo-1,2,4-triazin-2-yl]phenoxy]-5-hydroxy-pyridine-4-sulfonamide